(5R)-1'-[7-(2-fluorophenyl)-6-methyl-pyrazolo[1,5-a]pyrazin-4-yl]spiro[5,7-dihydrocyclopenta[b]pyridine-6,4'-piperidine]-5-amine FC1=C(C=CC=C1)C1=C(N=C(C=2N1N=CC2)N2CCC1(CC2)[C@H](C=2C(=NC=CC2)C1)N)C